[P+3].P(=O)([O-])([O-])[O-].N1CCNCC1 piperazine phosphate phosphorus